tert-butyl (4-(1-(6-fluoro-1-methyl-[1,2,4]triazolo[4,3-a]quinazolin-5-yl)-1,2,3,5-tetrahydrobenzo[e][1,4]oxazepin-6-yl)-2-methylbut-3-yn-2-yl)carbamate FC1=C2C(=NC=3N(C2=CC=C1)C(=NN3)C)N3CCOCC1=C3C=CC=C1C#CC(C)(C)NC(OC(C)(C)C)=O